N-methyl-(R)-1,2,3,4-tetrahydronaphthalen-1-yl-2-{1-[2-(5-methyl-3-trifluoromethylpyrazol-1-yl)acetyl]Piperidin-4-yl}thiazole-4-carboxamide CNC(=O)C=1N=C(SC1[C@@H]1CCCC2=CC=CC=C12)C1CCN(CC1)C(CN1N=C(C=C1C)C(F)(F)F)=O